(6S,7S)-3,5,5,6,7,8,8-heptamethyl-6,7-dihydronaphthalene-2-carbaldehyde CC=1C(=CC=2C([C@H]([C@@H](C(C2C1)(C)C)C)C)(C)C)C=O